C(CCCCCCC\C=C/C\C=C/CCCCC)(=O)OCC(COC(N(C)C1CN(C1)C(C)C)=O)OC(CCCCCCC\C=C/CCCCCCCC)=O 3-(((1-Isopropylazetidin-3-yl)(methyl)carbamoyl)oxy)-2-(oleoyloxy)propyl (9Z,12Z)-octadeca-9,12-dienoate